FC=1C=C(C=CC1F)S(=O)(=O)Cl 3,4-difluoro-benzene-sulfonyl chloride